tert-butyl (tert-butoxycarbonyl)(2,6-dichloropyridin-4-yl)carbamate C(C)(C)(C)OC(=O)N(C(OC(C)(C)C)=O)C1=CC(=NC(=C1)Cl)Cl